(3aR,4R,6S,7R,7aR)-6-methoxyoctahydro-1H-4,7-methanoindene-1-carbaldehyde CO[C@H]1C[C@@H]2[C@H]3CCC([C@H]3[C@H]1C2)C=O